(S)-5-(tert-butyl)-N-(8-(2-((1-methyl-1H-pyrazol-4-yl)amino)pyrimidin-4-yl)-2-(2,2,2-trifluoroethyl)-2,3,4,5-tetrahydro-1H-benzo[c]azepin-5-yl)-1,2,4-oxadiazole-3-carboxamide C(C)(C)(C)C1=NC(=NO1)C(=O)N[C@@H]1C2=C(CN(CC1)CC(F)(F)F)C=C(C=C2)C2=NC(=NC=C2)NC=2C=NN(C2)C